5-chloro-1,3-difluoro-2-(prop-1-en-2-yl)benzene ClC=1C=C(C(=C(C1)F)C(=C)C)F